COC1=C2C=C(NC2=CC=C1)C(=O)N1CC2(CC1C(=O)N[C@H](C(=O)OC)C[C@H]1C(NCCC1)=O)CCCCC2 methyl (2S)-2-[[2-(4-methoxy-1H-indole-2-carbonyl)-2-azaspiro[4.5]decane-3-carbonyl]amino]-3-[(3S)-2-oxo-3-piperidyl]propanoate